FC=1C=C(C=C(C1)F)[C@H]1N(OCC1)C(=O)[C@@H]1CC[C@H](CC1)CC1=CC=C2CNC(C2=C1)=O trans-6-[[4-[(3S)-3-(3,5-difluorophenyl)isoxazolidine-2-carbonyl]cyclohexyl]methyl]isoindolin-1-one